O=C(CC1=NSC(=N1)NC(=O)C1=C(OC(=C1)C1=CC(=CC=C1)C(F)(F)F)C(F)(F)F)C N-(3-(2-oxopropyl)-1,2,4-thiadiazol-5-yl)-2-(trifluoromethyl)-5-(3-(trifluoro-methyl)phenyl)furan-3-carboxamide